ClC1=C(C=C2C=C(N=CC2=C1)NC(=O)[C@H]1CC12CCOCC2)N2CCN(CC2)[C@@]2(COCC2)C (1S)-N-(7-chloro-6-(4-((S)-3-methyltetrahydrofuran-3-yl)piperazin-1-yl)isoquinolin-3-yl)-6-oxaspiro[2.5]octane-1-carboxamide